C(C)O[C@H]1CC[C@H](CC1)NC=1N=CC2=C(N1)NC=C2C2=CC=C1C(=N2)N(C(=N1)C)C(C)C N-(cis-4-ethoxycyclohexyl)-5-(3-isopropyl-2-methyl-3H-imidazo[4,5-b]pyridin-5-yl)-7H-pyrrolo[2,3-d]pyrimidin-2-amine